CC=1C(=NC(=NC1)NC1=CC=C(C=C1)N1CCN(CC1)C)NC1=CC(=C(C=C1)Cl)NS(=O)(=O)CC(C)C 5-Methyl-N4-(4-chloro-[3-(2-methylpropylsulfonamido)]phenyl)-N2-[4-(4-methylpiperazin-1-yl)phenyl]pyrimidine-2,4-diamine